Cl.CC1=CC=C(C=C1C1=CC=CC=C1)N 6-methyl-biphenyl-3-amine hydrochloride salt